C(CCCCCCCCCC)C(C(=O)O)CCCCCCCCCCCCC 2-undecylpentadecanoic acid